3-(2,2-dimethyl-1,3-dioxolan-4-yl)-1-phenylbutan-1-one CC1(OCC(O1)C(CC(=O)C1=CC=CC=C1)C)C